C[Si](CCOCN1C(NC(C2=C1COC2)=O)=O)(C)C 1-{[2-(trimethylsilyl)ethoxy]methyl}-3H,5H,7H-furo[3,4-d]pyrimidine-2,4-dione